C(C)(=O)OCCOC1=CC=C(C=C1)C(C)(C)C (p-tert-butylphenoxyethyl) acetate